ClC1=C(C=C(C(=O)NC=2SC3=C(N2)C(=CC(=C3)C(=O)O)F)C=C1)F 2-(4-chloro-3-fluorobenzamido)-4-fluorobenzo[d]thiazole-6-carboxylic acid